(E)-5-((3,5-difluorophenylmethoxy)methyl)-3-(2-(pyridin-2-yl)vinyl)-1H-indazole FC=1C=C(C=C(C1)F)COCC=1C=C2C(=NNC2=CC1)\C=C\C1=NC=CC=C1